(cis)-Ethyl 4-(2-chloro-4-fluorophenyl)-6-(2,2-dimethyl-3-(methylsulfonamido)cyclobutyl)-2-(thiazol-2-yl)-1,4-dihydropyrimidine-5-carboxylate ClC1=C(C=CC(=C1)F)C1N=C(NC(=C1C(=O)OCC)[C@@H]1C([C@@H](C1)NS(=O)(=O)C)(C)C)C=1SC=CN1